2-methacryloyloxyethyl 2-acryloyloxyethyl phthalate C(C=1C(C(=O)OCCOC(C=C)=O)=CC=CC1)(=O)OCCOC(C(=C)C)=O